COC(CCC1C(CC(CC1)CCC(=O)OC)CCC(=O)OC)=O 3,3',3''-(cyclohexane-1,2,4-triyl)tripropionic acid trimethyl ester